9,10-bis-octanoyloxy-octadecanoic acid dodecyl ester C(CCCCCCCCCCC)OC(CCCCCCCC(C(CCCCCCCC)OC(CCCCCCC)=O)OC(CCCCCCC)=O)=O